6-[[5-[3-(Difluoromethoxy)-4-fluoro-phenyl]-3-pyridyl]methyl]-8-oxa-2,6-diazaspiro[3.4]octan-7-one FC(OC=1C=C(C=CC1F)C=1C=C(C=NC1)CN1CC2(CNC2)OC1=O)F